2-(5-cyclopropyl-3-ethylsulfonyl-2-pyridyl)-6-(trifluoromethyl)-3H-pyrrolo[3,4-c]pyridin-1-one C1(CC1)C=1C=C(C(=NC1)N1CC=2C=NC(=CC2C1=O)C(F)(F)F)S(=O)(=O)CC